ClC1=C(COC=2C=C3CCC(C3=CC2F)N2CCC(CC2)C(=O)OC)C(=CC=C1)Cl methyl 1-(5-((2,6-dichlorobenzyl)oxy)-6-fluoro-2,3-dihydro-1H-inden-1-yl)piperidine-4-carboxylate